C(C)(=O)O.C1(=NNCCCCCCCC1)C1=CCCCCCCCCC1 Diazabicycloundecene acetate